CC1=C(OC2=C(C=C(C=C2C1=O)C)[C@@H](C)NC1=CC=C(C(=C1C(=O)O)F)F)C=1C=NN(C1)C 6-[[(1R)-1-[3,6-Dimethyl-2-(1-methylpyrazol-4-yl)-4-oxo-chromen-8-yl]-ethyl]amino]-2,3-difluoro-benzoic acid